ClC=1C(=CC(=NC1)O)O.[K] potassium 5-chloro-2,4-dihydroxypyridine